C(C)(=O)OC1COC(C(C1OC(C)=O)OC(C)=O)OC1=C(C=C(C=C1)COC(N(CCOCCOCCOCCOCCOCCOCCOCCOC)COC)=O)[N+](=O)[O-] 6-(4-(4-(methoxymethyl)-3-oxo-2,7,10,13,16,19,22,25,28-nonaoxa-4-azanonacosyl)-2-nitrophenoxy)tetrahydro-2H-pyran-3,4,5-triyl triacetate